3-(2-((tert-butoxycarbonyl)amino)-5,7-Difluorobenzo[d]thiazol-4-yl)-2-chloro-4-fluoro-10,11-dihydropyrazino[1',2':1,2]imidazo[4,5-c]quinoline-9(8H)-carboxylate C(C)(C)(C)OC(=O)NC=1SC2=C(N1)C(=C(C=C2F)F)C2=C(C=C1C3=C(C=NC1=C2F)N=C2N3CCN(C2)C(=O)[O-])Cl